C([O-])([O-])=O.[K+].C(C)OC1=NC=CC(=C1)C1=CC[C@@H](CN1C(=O)OC(C)(C)C)C.[K+] |r| tert-Butyl rac-(3S)-6-(2-ethoxy-4-pyridyl)-3-methyl-3,4-dihydro-2H-pyridine-1-carboxylate Potassium Carbonate